ClC=1C=C(C=CC1Cl)CC(=O)N1C2C(N(CC1)CC(C)(C)O)COCC2N2CCCC2 2-(3,4-dichlorophenyl)-1-[4-(2-hydroxy-2-methyl-propyl)-8-pyrrolidin-1-yl-3,4a,5,7,8,8a-hexahydro-2H-pyrano[3,4-b]pyrazin-1-yl]ethanone